methyl (S)-(7-((1-((tert-butyldiphenylsilyl)oxy)hexan-3-yl)amino)-1-((5-(hydroxymethyl)-2-methoxypyridin-3-yl)methyl)-1H-pyrazolo[4,3-d]pyrimidin-5-yl)carbamate [Si](C1=CC=CC=C1)(C1=CC=CC=C1)(C(C)(C)C)OCC[C@H](CCC)NC=1C2=C(N=C(N1)NC(OC)=O)C=NN2CC=2C(=NC=C(C2)CO)OC